P(=O)([O-])([O-])[O-].[Ag+].[Ag+].[Ag+] silver(I) orthophosphate